(E)-4,4,4-trifluoro-3-(4-chlorophenyl)-1-phenyl-2-butene FC(/C(=C/CC1=CC=CC=C1)/C1=CC=C(C=C1)Cl)(F)F